BrC1=CC=NC2=CC=C(C=C12)F 4-bromo-6-fluoroquinoline